NCCC=1C=C(C=C(C1)F)NC=1C(=NC(=C(N1)Cl)CC)C(=O)N 3-((3-(2-aminoethyl)-5-fluorophenyl)amino)-5-chloro-6-ethylpyrazine-2-carboxamide